Cl.CC=1C=C(C=CC1C)NC1N(C(=NC(=N1)N)N1CCOCC1)C1=CC(=CC(=C1)C)C N-(3,4-Dimethylphenyl)-N1-(3,5-dimethylphenyl)-6-morpholin-4-yl-[1,3,5]triazine-2,4-diamine hydrochloride